2-(4-Amino-4-methylpiperidin-1-yl)-5-(4-chloro-2-ethyl-2H-indazol-5-yl)-3-methyl-3,7-dihydro-4H-pyrrolo[2,3-d]pyrimidin-4-one NC1(CCN(CC1)C=1N(C(C2=C(N1)NC=C2C2=C(C1=CN(N=C1C=C2)CC)Cl)=O)C)C